perfluorophenyl 1-azido-13-oxo-3,6,9,16,19-pentaoxa-12-azadocosan-22-oate N(=[N+]=[N-])CCOCCOCCOCCNC(CCOCCOCCC(=O)OC1=C(C(=C(C(=C1F)F)F)F)F)=O